C(CCCCCCC)[Mg]OCCCCCCCC octyl-octoxymagnesium